[Na+].C(CC)S(=O)(=O)[O-].SC=1NC=CN1 mercaptoimidazole propanesulfonate sodium